1-oxo-pyridin-1-ium-2-ol O=[N+]1C(C=CC=C1)O